C1(=CC=CC=C1)P(OC1=CC=C(C=C1)F)(OC1=CC=C(C=C1)F)=O di(4-fluorophenyl) phenylphosphonate